[Si](C)(C)(C(C)(C)C)OCC(CO)(F)F 3-((tert-butyldimethylsilyl)oxy)-2,2-difluoropropan-1-ol